(2S,3S,4R,5R)-6-{2-[(2E)-3,7-dimethylocta-2,6-dien-1-yl]-5-propyl-3-{[(3R,4R,5S,6S)-4,5,6-trihydroxy-3-(hydroxymethyl)oxan-2-yl]oxy}phenoxy}-5-(hydroxymethyl)oxane-2,3,4-triol C\C(=C/CC1=C(OC2[C@@H]([C@H]([C@@H]([C@H](O2)O)O)O)CO)C=C(C=C1OC1O[C@@H]([C@H]([C@@H]([C@H]1CO)O)O)O)CCC)\CCC=C(C)C